C(C)(C)(C)OC(=O)N(C1=C(C(=NC(=C1C(=O)OCC)Br)Cl)F)C(=O)OC(C)(C)C ethyl 4-(bis(tert-butoxycarbonyl) amino)-2-bromo-6-chloro-5-fluoronicotinate